5-(2-(4'-chloro-[1,1'-biphenyl]-4-yl)vinyl)-1H-1,2,3-triazole-4-carboxylic acid ClC1=CC=C(C=C1)C1=CC=C(C=C1)C=CC1=C(N=NN1)C(=O)O